5-(3-(4-(tert-Butyl)piperazin-1-yl)phenyl)-3-(3-chloro-4-(3-methyl-2-oxo-2,3-dihydro-1H-imidazol-1-yl)phenyl)-4-hydroxy-1-methylpyridin-2(1H)-one C(C)(C)(C)N1CCN(CC1)C=1C=C(C=CC1)C=1C(=C(C(N(C1)C)=O)C1=CC(=C(C=C1)N1C(N(C=C1)C)=O)Cl)O